N-((1s,4s)-4-((4-(Difluoromethyl)-7-morpholino-1,6-naphthyridin-5-yl)oxy)cyclohexyl)pyrimidin-2-amine FC(C1=CC=NC2=CC(=NC(=C12)OC1CCC(CC1)NC1=NC=CC=N1)N1CCOCC1)F